ClC1=NC=CC(=C1)O 2-chloro-4-hydroxylpyridine